FC(C1=C(C=C2CCCN(C2=C1)C1=C2CN(CC2=CC(=C1)C1=CC(=NC=C1)OC1(CC=CC=C1)C)C(=O)OC(C)(C)C)C=1C(=NN(C1)C)COC)F tert-butyl {4-[7-(difluoromethyl)-6-[3-(methoxymethyl)-1-methylpyrazol-4-yl]-3,4-dihydro-2H-quinolin-1-yl]-6-[2-(1-methylphenoxy) pyridin-4-yl]-1,3-dihydroisoindol-2-yl}carboxylate